ClC1=CC=C(CN2N=CC(=C2)CN2CC(C2)C2=C(N=NN2C2CC2)C(=O)N)C=C1 1-((1-(4-chlorobenzyl)-1H-pyrazol-4-yl)methyl)azetidin-3-yl-1-cyclopropyl-1H-1,2,3-triazole-4-carboxamide